(4-{[(2R,6S)-2,6-dimethylmorpholin-4-yl]methyl}piperidin-1-yl)aniline C[C@@H]1CN(C[C@@H](O1)C)CC1CCN(CC1)NC1=CC=CC=C1